CN1CCN(CC1)C1=CC=C(C=C1)C1=NC=NC2=CC=C(C=C12)C1=CC(=NC=C1)N 4-(4-(4-(4-methylpiperazin-1-yl)phenyl)quinazolin-6-yl)pyridin-2-amine